N-(3-Methoxy-5-(4-Methylthiophen-2-yl)phenyl)-8-(trifluoromethyl)quinolin-4-amine COC=1C=C(C=C(C1)C=1SC=C(C1)C)NC1=CC=NC2=C(C=CC=C12)C(F)(F)F